propyl arabinuronate O=C[C@@H](O)[C@H](O)[C@H](O)C(=O)OCCC